C1(CC1)CNCC1=NN=C(O1)C=1N(C=2C=CC=C(C2C1)N[C@H]1[C@H](CN(CC1)C)F)CC(F)(F)F |r| (+/-)-2-(5-(((cyclopropylmethyl)amino)methyl)-1,3,4-oxadiazol-2-yl)-N-((3S,4R)-3-fluoro-1-methylpiperidin-4-yl)-1-(2,2,2-trifluoroethyl)-1H-indol-4-amine